2-((3,5-dicyano-4-ethyl-6-(2-oxo-1-oxa-3,8-diazaspiro[4.5]decan-8-yl)pyridin-2-yl)sulfanyl)-2-phenylacetamide C(#N)C=1C(=NC(=C(C1CC)C#N)N1CCC2(CNC(O2)=O)CC1)SC(C(=O)N)C1=CC=CC=C1